BrC=1C=C(C=CC1)C1=NN=C2N1C=1C=CC=CC1C=1C=CC=CC21 3-(3-bromophenyl)-1,2,4-triazolo[4,3-f]phenanthridine